COCCOCC[C@@H]([C@@H](CC=C)C)S(=O)(=O)N (3S,4R)-1-(2-methoxyethoxy)-4-methylhept-6-ene-3-sulfonamide